2-azabicyclo(2.2.1)hepta-5-en-3-one C12NC(C(C=C1)C2)=O